BrC(C=1OC(=NN1)C1=CC2=CC=CC=C2C=C1)(Br)Br 2-tribromomethyl-5-(2-naphthyl)-1,3,4-oxadiazole